5-hydroxy-2-(isoindole-2-ylmethyl)-4H-pyran-4-one OC=1C(C=C(OC1)CN1C=C2C=CC=CC2=C1)=O